6-[6-(6-{[(3R,4S)-3-fluoro-2,2,6,6-tetramethylpiperidin-4-yl]oxy}pyridazin-3-yl)-5-hydroxypyridin-3-yl]-2-methylimidazo[1,2-b]pyridazine-8-carbonitrile F[C@@H]1C(NC(C[C@@H]1OC1=CC=C(N=N1)C1=C(C=C(C=N1)C=1C=C(C=2N(N1)C=C(N2)C)C#N)O)(C)C)(C)C